C(#N)C1=CC=C(C=C1)C1=CC=C(C=C1)C1=CC=C(C=C1)OCCCC 4-cyano-4''-butoxy-p-terphenyl